C1(CC1)C(C)C1=CC=C(C=C1)S(=O)[O-].[Li+] lithium 4-(1-cyclopropylethyl)benzene-1-sulfinate